(E)-ethyl 3-(4-methylthiophen-2-yl)acrylate CC=1C=C(SC1)/C=C/C(=O)OCC